N-[(3S)-1-[(2R)-2-[[4-(2,6-dimethylphenyl)-7-quinolyl]oxy]propanoyl]-3-piperidyl]benzamide CC1=C(C(=CC=C1)C)C1=CC=NC2=CC(=CC=C12)O[C@@H](C(=O)N1C[C@H](CCC1)NC(C1=CC=CC=C1)=O)C